N-(1-(tert-butyl)-3-((1s,4s)-4-hydroxycyclohexyl)-1H-pyrazol-5-yl)-2-(3-methylisoxazol-5-yl)acetamide C(C)(C)(C)N1N=C(C=C1NC(CC1=CC(=NO1)C)=O)C1CCC(CC1)O